N-[1-(1-Methylpyrazol-3-yl)sulfonylpiperidin-4-yl]-4-(2-methyl-1,3-thiazol-5-yl)-5-(trifluoromethyl)pyrimidin-2-amine CN1N=C(C=C1)S(=O)(=O)N1CCC(CC1)NC1=NC=C(C(=N1)C1=CN=C(S1)C)C(F)(F)F